8-(1-aminoethyl)-3-cyclopropyl-6-fluoro-2-((S)-tetrahydrofuran-3-yl)quinazolin-4(3H)-one NC(C)C=1C=C(C=C2C(N(C(=NC12)[C@H]1COCC1)C1CC1)=O)F